2-(2-((5-(1-amino-3-chloroisoquinolin-7-yl)-1-isopropyl-1H-indazol-3-yl)methoxy)phenyl)acetic acid NC1=NC(=CC2=CC=C(C=C12)C=1C=C2C(=NN(C2=CC1)C(C)C)COC1=C(C=CC=C1)CC(=O)O)Cl